O[C@@H](CC)C1=CC(=C(C=N1)C1=NC=C2C=C(N=CC2=C1)NC(COC)=O)C N-(7-{6-[(1S)-1-hydroxypropyl]-4-methylpyridin-3-yl}-2,6-naphthyridin-3-yl)-2-methoxyacetamide